potassium chloride, magnesium salt [Mg+2].[Cl-].[K+].[Cl-].[Cl-]